O1CNC(C1)N1C(C=2C(C(=C1)C(=O)N)=NNC2)=O 5-(oxazolidin-4-yl)-4-oxo-2h,4h,5h-pyrazolo[4,3-c]Pyridine-7-carboxamide